N<4>-acetyl-cytosine C(C)(=O)NC1=NC(NC=C1)=O